O1N=C(C=C1)\C=N\S(=O)C(C)(C)C (E)-N-(isoxazol-3-ylmethylene)-2-methylpropane-2-sulfinamide